4-(4-dimethylamino-1-p-fluorophenyl-1-hydroxybutyl)-3-(hydroxymethyl)benzonitrile CN(CCCC(O)(C1=CC=C(C=C1)F)C1=C(C=C(C#N)C=C1)CO)C